N-(4-methyl-3-(7'-oxo-2'-((4-(piperazin-1-yl)phenyl)amino)-5'H-spiro[cyclopropane-1,8'-pyrido[4,3-d]pyrimidine]-6'(7'H)-yl)phenyl)-3-(trifluoromethyl)benzamide CC1=C(C=C(C=C1)NC(C1=CC(=CC=C1)C(F)(F)F)=O)N1CC2=C(N=C(N=C2)NC2=CC=C(C=C2)N2CCNCC2)C2(C1=O)CC2